2-chloro-4-methyl-5-vinylpyridine ClC1=NC=C(C(=C1)C)C=C